2,6-difluoro-benzyl isocyanate FC1=C(CN=C=O)C(=CC=C1)F